disulfo-selenylhydrazine S(=O)(=O)(O)N(N[SeH])S(=O)(=O)O